C(C)(C)(C)C=1SC(=C(N1)C=1C(=C(C=CC1)NS(=O)(=O)C1=C(C=C(C=C1F)N(C)C)F)F)C1=NC(=NC=C1)NC1CCN(CC1)S(=O)(=O)C N-(3-(2-(tert-butyl)-5-(2-((1-(methylsulfonyl)piperidin-4-yl)amino)pyrimidin-4-yl)thiazol-4-yl)-2-fluorophenyl)-4-(dimethylamino)-2,6-difluorobenzenesulfonamide